(R)-Methyl 2-(3-((tert-butoxycarbonyl)amino)piperidin-1-yl)acetate C(C)(C)(C)OC(=O)N[C@H]1CN(CCC1)CC(=O)OC